C(#N)C1=CC=C2CCN(C2=C1)C(=O)N1CCC(CC1)(C(=O)O)CC(=O)N(C1=CC=CC=C1)C1CC(CCC1)(F)F 1-(6-cyanoindoline-1-carbonyl)-4-[2-(N-(3,3-difluorocyclohexyl)anilino)-2-oxo-ethyl]piperidine-4-carboxylic acid